C(CCCCCCCCCCCCCCC)C=1C(C(C(=NC1)C(C)=O)OC1OCCCC1)=O n-hexadecyl-2-acetyl-3-tetrahydropyranyloxypyridin-4-one